(E)-3-(4-((Z)-1-(1H-indazol-5-yl)-2-phenylbut-1-en-1-yl)-3-methoxyphenyl)acrylic acid N1N=CC2=CC(=CC=C12)/C(=C(\CC)/C1=CC=CC=C1)/C1=C(C=C(C=C1)/C=C/C(=O)O)OC